(Z)-4-chloro-1,2-diphenyl-1-{4-[2-(N,N-dimethylamino)ethoxy]-phenyl}-1-butene ClCC/C(=C(/C1=CC=C(C=C1)OCCN(C)C)\C1=CC=CC=C1)/C1=CC=CC=C1